FC1=C(C=CC(=C1)N1CCOCC1)CN1C[C@@H](N(CC1)C(=O)OC(C)(C)C)C tert-butyl (2S)-4-[[2-fluoro-4-(morpholin-4-yl)phenyl]methyl]-2-methylpiperazine-1-carboxylate